(S)-6-(4-chlorophenyl)-N-(1-cyclopropyl-2-hydroxyethyl)-2-(1-(methyl-d3)-1H-pyrazol-4-yl)-3-oxo-2,3-dihydropyridazine-4-carboxamide ClC1=CC=C(C=C1)C=1C=C(C(N(N1)C=1C=NN(C1)C([2H])([2H])[2H])=O)C(=O)N[C@H](CO)C1CC1